(R)-7'-cyclopropyl-7'-methyl-2'-((R)-3-methylmorpholino)-7'H-spiro[cyclopropane-1,6'-pyrazolo[1,5-a]pyrazin]-4'(5'H)-one C1(CC1)[C@@]1(C2(NC(C=3N1N=C(C3)N3[C@@H](COCC3)C)=O)CC2)C